(4-chloro-2-((5-cyano-4-(phenylamino)pyrimidin-2-yl)amino)-5-(4-ethylpiperazin-1-yl)phenyl)acrylamide ClC1=CC(=C(C=C1N1CCN(CC1)CC)C(C(=O)N)=C)NC1=NC=C(C(=N1)NC1=CC=CC=C1)C#N